FC=1C(=C(C=CC1F)[C@H]1[C@@H](O[C@]([C@H]1C)(C(F)(F)F)C)C(=O)NC1=CC(=C(C=C1)B(O)O)C(=O)OC)OC (4-((2R,3S,4S,5R)-3-(3,4-difluoro-2-methoxyphenyl)-4,5-dimethyl-5-(trifluoromethyl)tetrahydrofuran-2-carboxamido)-2-(methoxycarbonyl)phenyl)boronic acid